(S)-2-((5-cyanopyrimidin-2-yl)amino)-4-((2-(pyridin-2-yloxy)ethyl)(4-(5,6,7,8-tetrahydro-1,8-naphthyridin-2-yl)butyl)amino)butanoic acid C(#N)C=1C=NC(=NC1)N[C@H](C(=O)O)CCN(CCCCC1=NC=2NCCCC2C=C1)CCOC1=NC=CC=C1